COC=1C=C2CN(C(C2=CC1)=O)C1C(NC(CC1)=O)=O 3-(5-methoxy-1-oxoisoindolin-2-yl)piperidine-2,6-dione